2-(2-(1H-benzimidazol-2-yl)ethyl)-N4-benzyl-N6-(2-(4-methylpiperazin-1-yl)ethyl)-1,3,5-triazine-2,4,6-triamine N1C(=NC2=C1C=CC=C2)CCC2(NC(=NC(=N2)NCC2=CC=CC=C2)NCCN2CCN(CC2)C)N